CC=1C=C(C=C(C1C)C)O 3,4,5-trimethyl-phenol